3-((S)-2-hydroxy-3-((R)-8-(3-(trifluoromethyl)-1H-pyrrolo[2,3-b]pyridin-5-ylsulfonyl)-1-oxa-8-azaspiro[4.5]decan-3-ylamino)propoxy)-N-methylbenzenesulfonamide O[C@H](COC=1C=C(C=CC1)S(=O)(=O)NC)CN[C@H]1COC2(C1)CCN(CC2)S(=O)(=O)C=2C=C1C(=NC2)NC=C1C(F)(F)F